[C@H]1([C@@H](O)[C@@H](O)[C@H](O)[C@H](O1)CO)O[C@@H]1[C@@H]([C@H](O[C@@H]([C@H]1O)CO[C@@H]1[C@@H](O)[C@@H](O)[C@H](O)[C@H](O1)CO)OCCC(C(=O)N)CCCC=O)O 2-{[(α-D-mannopyranosyl-(1→3)-[α-D-mannopyranosyl-(1→6)]-α-D-mannopyranosyl)oxy]ethyl}-6-oxohexanamide